2-(3-bromophenyl)acetate BrC=1C=C(C=CC1)CC(=O)[O-]